NC1=NC=C(C2=C1C(=C(N2C)C2=C(C=C(C=C2)NC(=O)C(=C)F)C)C=2C=C(C(=NC2)C(=O)NCC(F)(F)F)Cl)C#CC(C)(C)O 5-(4-amino-2-{4-[(2-fluoroacrylamino)]-2-methylphenyl}-7-(3-hydroxy-3-methylbut-1-ynyl)-1-methylpyrrolo[3,2-c]pyridin-3-yl)-3-chloro-N-(2,2,2-trifluoroethyl)pyridine-2-carboxamide